(3-methylazetidin-3-yl)(2-(pyrrolidin-1-yl)pyrimidin-5-yl)methanol, hydrochloride salt Cl.CC1(CNC1)C(O)C=1C=NC(=NC1)N1CCCC1